N-phenyl-3-methylpyrazolone CC1=NN(CC1=O)C2=CC=CC=C2